diethyl-methyleneethylene C(C)C(=C=C)CC